[4-[[4-[[3-[4-(difluoromethoxy)phenyl]imidazo[1,2-a]pyrazin-8-yl]amino]-2-methyl-phenyl]methyl]piperazin-1-yl]-imidazol-1-yl-methanone FC(OC1=CC=C(C=C1)C1=CN=C2N1C=CN=C2NC2=CC(=C(C=C2)CN2CCN(CC2)C(=O)N2C=NC=C2)C)F